C(CCCC)(=O)O[C@H]1CC[C@@H]2[C@@]1(CC[C@@H]1[C@]3(CCC=4N=C(SC4C3=CC[C@@H]21)NC2=C(C=CC(=C2)Cl)OC)C)C (5aR,5bS,7aS,8S,10aS,10bR)-2-((5-chloro-2-methoxyphenyl)amino)-5a,7a-dimethyl-5,5a,5b,6,7,7a,8,9,10,10a,10b,11-dodecahydro-4H-cyclopenta[7,8]phenanthro[2,1-d]thiazol-8-yl pentanoate